C(C)(C)(C)C=1SC(=CN1)C(=O)NCC1=C(C=C(C=C1)C1=CC(=NC=C1)NC(=O)C1CCN(CC1)C)C 2-(tert-butyl)-N-(2-methyl-4-(2-(1-methylpiperidine-4-carboxamido)pyridin-4-yl)benzyl)thiazole-5-carboxamide